C(CCCCCCCCCCC)C(C(=O)O)(OCC(=O)N)CCCCCCCCCCCC didodecyl-diglycolamic acid